N-acetyl-4-methyl-glucosamine C(C)(=O)N[C@H]1C(O)O[C@@H]([C@]([C@@H]1O)(O)C)CO